C1(CCCCC1)S(=O)(=O)OC=1C=C(C=CC1)NC(NC1=CC(=CC=C1)OS(=O)(=O)C1CCCCC1)=O bis-[3-(cyclohexylsulfonyloxy)phenyl]urea